5-(2-pyrrolidin-1-ylpyrimidin-5-yl)-1H-pyrrolo[2,3-b]pyridine N1(CCCC1)C1=NC=C(C=N1)C=1C=C2C(=NC1)NC=C2